[N+](=O)(O)[O-].[N+](=O)(O)[O-].[N+](=O)(O)[O-].[N+](=O)(O)[O-].C(CCCC)(O)(O)O pentanetriol tetranitrate